ClC1=NC=C(C(=C1)C1=C(C=NC(=C1)C)C(=O)NC=1SC2=C(N1)CN(C2)C(=O)C2=NC(=NC=C2Cl)C)OC 2'-chloro-N-(5-(5-chloro-2-methyl-pyrimidine-4-carbonyl)-5,6-dihydro-4H-pyrrolo[3,4-d]thiazol-2-yl)-5'-methoxy-6-methyl-[4,4'-bipyridine]-3-carboxamide